C(C)N(C1=CC=C2C(=CC(OC2=C1)=O)C(C1=CC=CC=C1)O)CC 7-(diethylamino)-4-(hydroxy(phenyl)methyl)-2H-chromen-2-one